ClC1=NC(=CC(=C1CO)C)C (2-chloro-4,6-dimethylpyridin-3-yl)methanol